ClC=1C=C2C(=NC1)N=CN2COCC[Si](C)(C)C 6-chloro-1-((2-(trimethylsilyl)ethoxy)methyl)-1H-imidazo[4,5-b]Pyridine